4-{(3S,5aR,6R,7R,8aS)-7-hydroxy-6-[(1E)-4-phenoxy-buten-1-yl]octahydro-2H-cyclopenta[b]oxepin-3-yl}butanoic acid O[C@H]1[C@@H]([C@@H]2[C@@H](OC[C@H](CC2)CCCC(=O)O)C1)\C=C\CCOC1=CC=CC=C1